4,4'-methylen-bis-(2-chloroaniline) C(C1=CC(=C(N)C=C1)Cl)C1=CC(=C(N)C=C1)Cl